C[C@@]1(N(CCC1)S(=O)(=O)C1=CC=C(C=C1)NC(=O)NC1=CC=C(C=C1)O)C(=O)O.NC=1C(=NC(=C(N1)C1=CC=C(C=C1)F)C1=CC(=NC(=C1)C)C)C(=O)NCC1=C(C=CC=C1)OC 3-amino-6-(2,6-dimethylpyridin-4-yl)-5-(4-fluorophenyl)-N-(2-methoxybenzyl)pyrazine-2-carboxamide methyl-((4-(3-(4-hydroxyphenyl)ureido)phenyl)sulfonyl)-L-prolinate